(S)-3-(6-chloro-2-(1H-indazol-6-yl)-5-(methylcarbamoyl)-1H-benzo[d]imidazol-1-yl)-4,4-dimethylpentanoic acid ClC=1C(=CC2=C(N(C(=N2)C2=CC=C3C=NNC3=C2)[C@@H](CC(=O)O)C(C)(C)C)C1)C(NC)=O